CN(C([O-])=O)C dimethylcarbamate